3,4-dihydroxyphenyl-N-(4-(4-morpholinophenyl)thiazol-2-yl)acrylamide OC=1C=C(C=CC1O)C(C(=O)NC=1SC=C(N1)C1=CC=C(C=C1)N1CCOCC1)=C